5-nitro-N-(4-(7-(piperazin-1-yl)imidazo[1,2-a]pyridin-3-yl)phenyl)furan-2-carboxamide [N+](=O)([O-])C1=CC=C(O1)C(=O)NC1=CC=C(C=C1)C1=CN=C2N1C=CC(=C2)N2CCNCC2